FC=1C(=CC(=C2C=C(NC12)C(=O)N(C)C)B1OC(C(O1)(C)C)(C)C)C=1CN(CCC1)C([C@H](CN1N=CC=C1)C)=O (S)-7-fluoro-N,N-dimethyl-6-(1-(2-methyl-3-(1H-pyrazol-1-yl)propanoyl)-1,2,5,6-tetrahydropyridin-3-yl)-4-(4,4,5,5-tetramethyl-1,3,2-dioxaborolan-2-yl)-1H-indole-2-carboxamide